ClC1=CC=C(C=C1)[C@@]1(N(C(C2=CC(=CC(=C12)F)C(C)(CCO)O)=O)CC1=CC=C(C=N1)C#N)OC([2H])([2H])C1(CC1)C([2H])([2H])O 6-{[(1R)-1-(4-Chlorophenyl)-5-(2,4-dihydroxybutan-2-yl)-7-fluoro-1-({1-[hydroxy(2H2)methyl]cyclopropyl}(2H2)methoxy)-3-oxo-2,3-dihydro-1H-isoindol-2-yl]methyl}pyridine-3-carbonitrile